((1r,4r)-4-hydroxy-4-methylcyclohexyl)piperidine-4-carboxamide OC1(CCC(CC1)N1CCC(CC1)C(=O)N)C